(R)-N-(4,4-difluoro-1-methylpyrrolidin-3-yl)-5-(1-(2-fluoroethyl)-1H-benzo[d][1,2,3]triazol-6-yl)-4-(methoxy-d3)pyrrolo[2,1-f][1,2,4]triazin-2-amine FC1([C@@H](CN(C1)C)NC1=NN2C(C(=N1)OC([2H])([2H])[2H])=C(C=C2)C=2C=CC1=C(N(N=N1)CCF)C2)F